C(C1CC(C(CC1)N)CCCC)C1CC(C(CC1)N)CCCC 4,4'-methylenebis(2-(n-butyl)cyclohexylamine)